C(C)O[Si](CCCCCC(C)C)(OCC)OCC triethoxy-iso-octylsilane